Cl.F[C@H]1CNCC1 (R)-3-fluoropyrrolidine HCl